The molecule is a phenolate anion resulting from deprotonation of the phenolic hydroxy group of picric acid. It is a conjugate base of a picric acid. C1=C(C=C(C(=C1[N+](=O)[O-])[O-])[N+](=O)[O-])[N+](=O)[O-]